C(C)(C)(C)OC1=NC(=CC2=CC=C(C=C12)F)Cl (tert-butoxy)-3-chloro-7-fluoroisoquinoline